OC=1N(N=C2CCC(CC12)N1CCN(CC1)C(C#CC)=O)C1=NC=CC=C1 1-[4-(3-hydroxy-2-pyridin-2-yl-4,5,6,7-tetrahydro-2H-indazol-5-yl)-piperazin-1-yl]-2-butyn-1-one